C1(=CC=C(C=C1)P(OC1=C(C=CC2=CC=CC=C12)C1=C(C=CC=C1[N+](=O)[O-])C)([O-])=O)C 2-methyl-6-nitrophenylnaphthalen-1-yl (S)-p-tolylphosphonate